C(=O)C=1C=CC(=NC1C)C=1CCN(CC1)C(=O)OC(C)(C)C tert-butyl 5-formyl-6-methyl-3',6'-dihydro-[2,4'-bipyridine]-1'(2'h)-carboxylate